1-methyl-4-nitro-3-(propan-2-yl)-1H-pyrazole CN1N=C(C(=C1)[N+](=O)[O-])C(C)C